N1=CC=CC2=CC3=C(C=C12)CC1=CC=CC=C13 10H-indeno[3,2-g]quinolin